CC(CC)N(C(=O)OC[C@H](/C=C/C=C(\C)/[C@@H](C=O)[C@H](\C=C\[C@@H]([C@@](CC[C@@H](CC=O)O)(C)O)OC(C)=O)C)C)C Acetic acid [(2s,3s,4e,6s,7s,10s)-2-[(2e,4e,6s)-7-[butan-2-yl (methyl) carbamoyl] oxy-6-methylhept-2,4-dien-2-yl]-7,10-dihydroxy-3,7-dimethyl-12-oxo-1-oxododec-4-en-6-yl] ester